N[C@@H]1[C@@H](OCC12CCN(CC2)C2=NC1=C(C=3N2C=CN3)C(=CN1CO)C1=CC=CC=3OCOC31)C (5-((3S,4S)-4-amino-3-methyl-2-oxa-8-azaspiro[4.5]decan-8-yl)-9-(benzo[d][1,3]dioxol-4-yl)-7H-imidazo[1,2-c]pyrrolo[3,2-e]pyrimidin-7-yl)methanol